1-[trans-4-cyanotetrahydropyran-3-yl]-3-[(4-fluoro-1-hydroxy-3H-2,1-benzoxaborol-6-yl)amino]pyrazole-4-carboxamide C(#N)[C@H]1[C@@H](COCC1)N1N=C(C(=C1)C(=O)N)NC1=CC2=C(COB2O)C(=C1)F